5-methyl-3-(2-(methyl(propyl)amino)ethyl)-1H-indol-4-ol CC1=C(C=2C(=CNC2C=C1)CCN(CCC)C)O